OC[C@H]1OCC2(CCCO2)CN(C1)C(=O)OC(C)(C)C tert-butyl (8S)-8-(hydroxymethyl)-1,7-dioxa-10-azaspiro[4.6]undecane-10-carboxylate